(7-((5-Ethyl-3-fluoropyridin-2-yl)oxy)-2-azaspiro[3.5]nonan-2-yl)((1s,3s)-3-hydroxy-3-methylcyclobutyl)methanone C(C)C=1C=C(C(=NC1)OC1CCC2(CN(C2)C(=O)C2CC(C2)(C)O)CC1)F